1-ethyl-3-[(7R)-3-cyclopropyl-5-(2-methylpropylsulfamoyl)-8,9-dihydro-7H-cyclopenta[H]isoquinolin-7-yl]urea C(C)NC(=O)N[C@@H]1CCC=2C1=CC(=C1C=C(N=CC21)C2CC2)S(NCC(C)C)(=O)=O